(Z)-hex-3-en-1-yl (Z)-hex-3-enoate (Hexenyl-3-Cis-Hexenoate) C(=CCCCC)C(C(=O)O)=CCCC.C(C\C=C/CC)(=O)OCC\C=C/CC